COCC1=NN(C=C1C(=O)OC)S(=O)(=O)C methyl 3-(methoxymethyl)-1-(methylsulfonyl)-1H-pyrazole-4-carboxylate